BrC=1C=C(C(=NC1)C)N1C[C@@H](CC1)O (R)-1-(5-bromo-2-methylpyridin-3-yl)pyrrolidin-3-ol